(4-Bromophenyl)(imino)(methyl)-sulfanone BrC1=CC=C(C=C1)S(=O)(C)=N